C(C)OCCCN1C=[N+](C=C1)C 1-(3-ethoxypropyl)-3-methylimidazolium